(1-(2-amino-5-fluoropyridin-4-yl)-1H-imidazol-4-yl)-N-(1-((1-methyl-1H-imidazol-4-yl)sulfonyl)piperidin-4-yl)-5-(trifluoromethyl)pyrimidin-2-amine NC1=NC=C(C(=C1)N1C=NC(=C1)C1=NC(=NC=C1C(F)(F)F)NC1CCN(CC1)S(=O)(=O)C=1N=CN(C1)C)F